FC=1C=C2C(=CNC(C2=C(C1)F)=O)C(C)N(C(=O)NC1=CC=C(C=C1)F)CC(C)C 1-(1-(6,8-difluoro-1-oxo-1,2-dihydroisoquinolin-4-yl)ethyl)-3-(4-fluorophenyl)-1-isobutylurea